(S)-1-((8-(3'-(7-cyano-5-((1-hydroxypropan-2-ylamino)methyl)benzo[d]oxazol-2-yl)-2,2'-dimethyl-biphenyl-3-ylamino)-1,7-naphthyridin-3-yl)methyl)piperidine-4-carboxylic acid C(#N)C1=CC(=CC=2N=C(OC21)C=2C(=C(C=CC2)C2=C(C(=CC=C2)NC=2N=CC=C1C=C(C=NC21)CN2CCC(CC2)C(=O)O)C)C)CN[C@H](CO)C